ClC1=C(C=C(C=C1)C1(CN(C1)C=1N=C(C2=C(N1)CC[S@]2=O)NC2(CCC2)CO)OC)F |r| (R/S)-2-(3-(4-chloro-3-fluorophenyl)-3-methoxyazetidin-1-yl)-4-((1-(hydroxymethyl)cyclobutyl)amino)-6,7-dihydrothieno[3,2-d]pyrimidine 5-oxide